FC=1C=NC(=NC1)C1=CC(=CN1C)C(=O)OC methyl 5-(5-fluoropyrimidin-2-yl)-1-methyl-1H-pyrrole-3-carboxylate